N-(6-(2-(4-Hydroxypiperidin-1-yl)pyrimidin-5-yl)-2-methoxypyridin-3-yl)-5-methyl-3-phenylisoxazole-4-carboxamide OC1CCN(CC1)C1=NC=C(C=N1)C1=CC=C(C(=N1)OC)NC(=O)C=1C(=NOC1C)C1=CC=CC=C1